N-(5-(4-(2-(adamantan-1-yl)acetyl)piperazine-1-carbonyl)-2-(4-isopropylpiperazin-1-yl)phenyl)naphthalene-2-sulfonamide C12(CC3CC(CC(C1)C3)C2)CC(=O)N2CCN(CC2)C(=O)C=2C=CC(=C(C2)NS(=O)(=O)C2=CC3=CC=CC=C3C=C2)N2CCN(CC2)C(C)C